C(C)[Si](CC)CC.[Te] tellurium (triethylsilicon)